[Ni](Br)Br.C(C)C1=C(C(=CC=C1)CC)N=C1C(C2=CC=CC3=CC=CC1=C23)=NC2=C(C=CC=C2CC)CC N,N'-bis(2,6-diethylphenyl)acenaphthylene-1,2-diimine nickel (II) bromide